FC1=CC=C(CCN2CCC(CC2)N(C(OC(C)(C)C)=O)C)C=C1 tert-butyl (1-(4-fluorophenethyl)piperidin-4-yl)(methyl)carbamate